(1R,3S,5S)-N-(6-Bromo-3-methylpyridin-2-yl)-5-((difluoromethoxy)methyl)-2-azabicyclo[3.1.0]hexane-3-carboxamide TFA salt OC(=O)C(F)(F)F.BrC1=CC=C(C(=N1)NC(=O)[C@H]1N[C@@H]2C[C@@]2(C1)COC(F)F)C